COC(=O)C=1NC2=CC(=CC=C2C1C=O)SC 3-formyl-6-(methylsulfanyl)-1H-indole-2-carboxylic acid methyl ester